5-fluoro-N-methoxy-N-methyl-3-(trifluoromethyl)picolinamide FC=1C=C(C(=NC1)C(=O)N(C)OC)C(F)(F)F